(R)-TERT-BUTYL 4-((5-CHLORO-1-FORMYL-2,3-DIHYDRO-1H-INDEN-1-YL)METHOXY)-3-NITROBENZOATE ClC=1C=C2CC[C@](C2=CC1)(C=O)COC1=C(C=C(C(=O)OC(C)(C)C)C=C1)[N+](=O)[O-]